[4-({2-Amino-4-[(2-ethoxyethyl)amino]-5H-pyrrolo[3,2-d]pyrimidin-5-yl}methyl)phenyl]methanol NC=1N=C(C2=C(N1)C=CN2CC2=CC=C(C=C2)CO)NCCOCC